dimethylsilandiyl-bis(2-ethyl-4,6-dimethylindenyl)zirconium dichloride [Cl-].[Cl-].C[Si](=[Zr+2](C1C(=CC2=C(C=C(C=C12)C)C)CC)C1C(=CC2=C(C=C(C=C12)C)C)CC)C